NC1=NC=CC(=C1Cl)SC=1C(=NC(=CN1)N1CCC2(CC1)C(C1=C(SC(=C1)Br)C2)=N)N 3-((2-amino-3-chloropyridin-4-yl)thio)-6-(2-bromo-4-imino-4,6-dihydro-spiro[cyclopenta[b]thiophene-5,4'-piperidin]-1'-yl)pyrazin-2-amine